2-{[(1S)-1-{4-[(3,3-Difluoropyrrolidin-1-yl)methyl]phenyl}ethyl]amino}-8-(2,2-dimethylpropyl)pyrido[2,3-d]pyrimidin-7(8H)-on FC1(CN(CC1)CC1=CC=C(C=C1)[C@H](C)NC=1N=CC2=C(N1)N(C(C=C2)=O)CC(C)(C)C)F